BrC=1C=2C=CC=C3C(NC(=CC1)C32)=O 9-bromo-2-azatricyclo[6.3.1.04,12]dodeca-1(11),4,6,8(12),9-pentaen-3-one